CCCCC/C=C\C/C=C\C/C=C\CCCCCCC(=O)O[C@H](COC(=O)CC/C=C\C/C=C\C/C=C\C/C=C\C/C=C\C/C=C\CC)COP(=O)([O-])OCC[N+](C)(C)C 1-(4Z,7Z,10Z,13Z,16Z,19Z-docosahexaenoyl)-2-(8Z,11Z,14Z-eicosatrienoyl)-glycero-3-phosphocholine